3-(aminomethyl)bicyclo[1.1.1]pentane-1-carboxylic acid hydrochloride Cl.NCC12CC(C1)(C2)C(=O)O